tert-butyl (R)-(1-(5-(4-cyano-3-fluorophenyl)-1-(4-(1,1-dioxidothiomorpholino)phenyl)-1H-pyrazole-3-carbonyl)piperidin-3-yl)carbamate C(#N)C1=C(C=C(C=C1)C1=CC(=NN1C1=CC=C(C=C1)N1CCS(CC1)(=O)=O)C(=O)N1C[C@@H](CCC1)NC(OC(C)(C)C)=O)F